myristyl myristate hydrochloride Cl.C(CCCCCCCCCCCCC)(=O)OCCCCCCCCCCCCCC